pentamethylcyclopentadienyl-(1-phenethylindenyl)hafnium CC1=C(C(=C(C1([Hf]C=1C(C2=CC=CC=C2C1)CCC1=CC=CC=C1)C)C)C)C